C(C)(=O)N(CCCCCNC(CCC(=O)N(CCCCCN(C(CCC(=O)NO)=O)CCCCCN)O)=O)O N-[5-[[4-[5-[acetyl(hydroxy)amino]pentylamino]-4-oxobutanoyl]-hydroxyamino]pentyl]-N-(5-aminopentyl)-N'-hydroxybutanediamide